C(C1=CC=CC=C1)C(C(C)(C)O)(OCCOCCO)C benzyl-trimethyl-triethylene glycol